COC=1C=C(CN2N=CC3=CC=C(C=C23)C(=O)O)C=C(C1OC)OC.COC1=CC=C(C=CC(=O)C=2C(C(C(C2O)O)CCC(=C)C)=O)C=C1 2-(4-Methoxycinnamoyl)-3,4-dihydroxy-5-isopentenyl-cyclopent-2-enone 1-(3,4,5-trimethoxybenzyl)-1H-indazole-6-carboxylate